4-(7-fluoroimidazo[1,2-a]pyridin-3-yl)-7-((5-((S)-1-((S)-3-hydroxypiperidin-1-yl)ethyl)pyridin-2-yl)amino)isoindolin-1-one FC1=CC=2N(C=C1)C(=CN2)C2=C1CNC(C1=C(C=C2)NC2=NC=C(C=C2)[C@H](C)N2C[C@H](CCC2)O)=O